FC=1C=2CC3C(C2C=CC1)(C3)C3=CN=CN3 5-(5-fluoro-6,6a-dihydro-1aH-cyclopropa[1,2-a]inden-1a-yl)-1H-imidazole